(+-)-cis-N-[8-chloro-6-(2-ethyl-5-oxo-pyrrolidin-1-yl)-3-isoquinolinyl]-2-fluoro-cyclopropanecarboxamide ClC=1C=C(C=C2C=C(N=CC12)NC(=O)[C@H]1[C@H](C1)F)N1[C@@H](CCC1=O)CC |&1:19|